CC(C)(C)[O-].C(C)(C)(C)[P+2].CC(C)(C)[O-] tertiary butyl-phosphorus tert-butoxide